3-[(6-amino-2,4,4-trimethylhexyl)amino]propionitrile NCCC(CC(CNCCC#N)C)(C)C